5-iodo-1H-benzo[d]imidazol IC1=CC2=C(NC=N2)C=C1